BrC=1C=C(C=CC1)CCC(CNS(=O)(=O)C1=CC=C(C=C1)C)(C)C N-[4-(3-bromophenyl)-2,2-dimethylbutyl]-4-methylbenzenesulfonamide